diisooctyl 2,5-furandicarboxylate O1C(=CC=C1C(=O)OCCCCCC(C)C)C(=O)OCCCCCC(C)C